(S)-1-(4-(7-(5-methyl-1H-indazol-4-yl)-2-((1-methylpyrrolidin-2-yl)methoxy)-5,6,7,8-tetrahydropyrido[3,4-d]pyrimidin-4-yl)piperazin-1-yl)prop-2-en-1-one CC=1C(=C2C=NNC2=CC1)N1CC=2N=C(N=C(C2CC1)N1CCN(CC1)C(C=C)=O)OC[C@H]1N(CCC1)C